((4,5-dichloro-2-hydroxyphenyl)(1-(3-hydroxy-3-methylbutyryl)piperidin-4-yl)methyl)-2-methylpropane-2-sulfinamide ClC1=CC(=C(C=C1Cl)C(C1CCN(CC1)C(CC(C)(C)O)=O)CC(C)(S(=O)N)C)O